1-((2R,4aS,4bR,6aS,7S,7aS,8aR,8bR,8cR,10aR)-2-hydroxy-2,6a-dimethyloctadecahydrocyclopropa[4,5]cyclopenta[1,2-a]phenanthren-7-yl)ethanone O[C@@]1(CC[C@@H]2[C@H]3CC[C@]4([C@H]([C@@H]3CC[C@@H]2C1)[C@H]1[C@@H]([C@@H]4C(C)=O)C1)C)C